N1CC(C1)C=1C(=C2N=CC=NC2=C(C1)C1=CC=C(C=C1)OC(F)(F)F)[C@H](CO)O (R)-1-(6-(azetidin-3-yl)-8-(4-(trifluoromethoxy)phenyl)quinoxalin-5-yl)ethane-1,2-diol